5-(naphthalen-2-yl)-3-(trifluoromethyl)-1H-pyrazole-4-carbonitrile C1=C(C=CC2=CC=CC=C12)C1=C(C(=NN1)C(F)(F)F)C#N